2-(3-((benzyloxy)methyl)isoxazol-5-yl)-3-methylbutyric acid ethyl ester C(C)OC(C(C(C)C)C1=CC(=NO1)COCC1=CC=CC=C1)=O